2-nitro-2-[2-(4-octylphenyl)ethyl]propane-1,3-diol [N+](=O)([O-])C(CO)(CO)CCC1=CC=C(C=C1)CCCCCCCC